1-hexadecanoyl-2-(5Z,8Z,11Z,14Z,17Z-eicosapentaenoyl)-sn-glycero-3-phosphocholine CCCCCCCCCCCCCCCC(=O)OC[C@H](COP(=O)([O-])OCC[N+](C)(C)C)OC(=O)CCC/C=C\C/C=C\C/C=C\C/C=C\C/C=C\CC